3-Chloro-4-((3,5-dichloropyridin-2-yl)methoxy)-2'-(3-(2-hydroxypropan-2-yl)-1H-pyrazol-1-yl)-5',6-Dimethyl-2H-[1,4'-bipyridine]-2-one ClC=1C(N(C(=CC1OCC1=NC=C(C=C1Cl)Cl)C)C1=CC(=NC=C1C)N1N=C(C=C1)C(C)(C)O)=O